(4-nitro-3-(prop-2-yn-1-yloxy)phenyl)methanol [N+](=O)([O-])C1=C(C=C(C=C1)CO)OCC#C